OC1C[C@@H](OC([C@@H]1O)C)OCC1[C@H](C(C([C@@H](O1)OC1=CC(=C(C(=C1)O)C(\C=C\C1=CC(=C(C=C1)OC)O)=O)O)O)O)O (E)-1-[4-[(2S,5S)-6-[[(2R,5R)-4,5-Dihydroxy-6-methyloxan-2-yl]oxymethyl]-3,4,5-trihydroxyoxan-2-yl]oxy-2,6-dihydroxyphenyl]-3-(3-hydroxy-4-methoxyphenyl)prop-2-en-1-one